C(\C=C(/C)\CCC=C(C)C)C1=C(C(=O)O)C=C(C(=C1O)O)CCCCCCCC1=CC=CC=C1 2-geranyl-5-(7-phenylheptyl)-dihydroxybenzoic acid